NC=1C=2N(C3=CC(=C(C=C3N1)F)C(=O)N(C)[C@@H]1CCC3=CC(=CC=C13)[C@H]1[C@@H](C1)C#N)C=NC2 Trans-4-amino-N-[(1R)-5-(2-cyanocyclopropyl)indan-1-yl]-7-fluoro-N-methyl-imidazo[1,5-a]quinoxaline-8-carboxamide